N-(((4S,5S)-5-(hydroxymethyl)-2,2-dimethyl-1,3-dioxolan-4-yl)methyl)-2-nitro-N-(pent-4-en-1-yl)benzenesulfonamide OC[C@H]1[C@@H](OC(O1)(C)C)CN(S(=O)(=O)C1=C(C=CC=C1)[N+](=O)[O-])CCCC=C